(S)-3-(2-methyl-4-oxo-5-((7-(((1R,2S,4R)-1,7,7-trimethylbicyclo[2.2.1]heptan-2-yl)amino)heptyl)amino)quinazolin-3(4H)-yl)piperidine-2,6-dione CC1=NC2=CC=CC(=C2C(N1[C@@H]1C(NC(CC1)=O)=O)=O)NCCCCCCCN[C@@H]1[C@@]2(CC[C@H](C1)C2(C)C)C